ClC=1C(=C(COC2=CC=C3CCN(CC3=C2)C(=O)OC(C)(C)C)C=CC1)F tert-butyl 7-((3-chloro-2-fluorobenzyl) oxy)-3,4-dihydroisoquinoline-2(1H)-carboxylate